6-(2-chloro-6-fluoro-4-(2-methyl-2H-indazol-5-yl)benzyl)-6,7-dihydro-5H-pyrrolo[3,4-b]pyridin-5-one-7,7-d2 ClC1=C(CN2C(C3=NC=CC=C3C2=O)([2H])[2H])C(=CC(=C1)C1=CC2=CN(N=C2C=C1)C)F